C1(CC1)C1=NC(=C(C(=C1C(=O)OCC1=CC=CC=C1)C1=CC=NC=C1)OC)C benzyl 2-cyclopropyl-5-methoxy-6-methyl-(4,4-bipyridine)-3-carboxylate